5-methoxy-5-(4-(trifluoromethyl)phenyl)hexahydrocyclopenta[c]pyrrol COC1(CC2C(CNC2)C1)C1=CC=C(C=C1)C(F)(F)F